trichloro-N-(3,5-dichloro-2-hydroxyphenyl)-6-hydroxybenzamide ClC1=C(C(=C(C(=O)NC2=C(C(=CC(=C2)Cl)Cl)O)C(=C1)O)Cl)Cl